ClC=1C=C2C(=CNC2=CC1)CC1=C(C=CC=C1)NS(=O)(=O)C1=CC=C(C=C1)OCCCN1CCNCC1 N-(2-((5-chloro-1H-indol-3-yl)methyl)phenyl)-4-(3-(piperazin-1-yl)propoxy)benzenesulfonamide